C1(CC1)C1=CC(=CC(=N1)C=1OC2=C(N1)C=C(C=C2F)C2(CC2)N)C2=C(C=C(C=C2)F)C2=NN=CN2C 1-(2-{6-Cyclopropyl-4-[4-fluoro-2-(4-methyl-1,2,4-triazol-3-yl)phenyl]pyridin-2-yl}-7-fluoro-1,3-benzoxazol-5-yl)cyclopropan-1-amine